2-azido-β-D-glucose tetraacetate C(C)(=O)O.C(C)(=O)O.C(C)(=O)O.C(C)(=O)O.N(=[N+]=[N-])[C@@]1([C@H](O)O[C@@H]([C@H]([C@@H]1O)O)CO)O